N-(3-((R)-N-((R)-2-((tert-butyldimethylsilyl)oxy)propanoyl)-S-methylsulfonimidoyl)phenyl)-3-((6-fluoro-2-methylpyridin-3-yl)oxy)-5-methyl-6-(trifluoromethyl)pyridazine-4-carboxamide [Si](C)(C)(C(C)(C)C)O[C@@H](C(=O)N=[S@@](=O)(C)C=1C=C(C=CC1)NC(=O)C1=C(N=NC(=C1C)C(F)(F)F)OC=1C(=NC(=CC1)F)C)C